tert-butyl ((8-bromo-6-chloroimidazo[1,2-b]pyridazin-2-yl)methyl)carbamate BrC=1C=2N(N=C(C1)Cl)C=C(N2)CNC(OC(C)(C)C)=O